6-(5-azaspiro[2.3]hexan-5-yl)-1-benzofuran-2-carboxylic acid C1CC12CN(C2)C2=CC1=C(C=C(O1)C(=O)O)C=C2